ClC=1C=C(N)C=C(C1SC=1N=NC(=C(C1)C(C)C)Cl)Cl 3,5-dichloro-4-((6-chloro-5-isopropylpyridazin-3-yl)thio)aniline